C(C)(=O)C=1C=C(C=CC1)NC(=O)NC=1C=C2C(N(C(N(C2=CC1)CC1=CC=C(C=C1)C(F)(F)F)=O)CCOC)=O 1-(3-acetylphenyl)-3-(3-(2-methoxyethyl)-2,4-dioxo-1-(4-(trifluoromethyl)benzyl)-1,2,3,4-tetrahydroquinazolin-6-yl)urea